C(#N)C=1N(C2=C(C=CC(=C2C1)C)F)CCNC1=CC(=NC=N1)C1=CC(=C(S1)C(=O)O)OCC 5-{6-[2-(2-Cyano-7-fluoro-4-methyl-indol-1-yl)-ethylamino]-pyrimidin-4-yl}-3-ethoxy-thiophene-2-carboxylic acid